4-(5-oxo-4H-1,2,4-thiadiazol-3-yl)benzoic acid O=C1NC(=NS1)C1=CC=C(C(=O)O)C=C1